[5-(2,4-difluorophenyl)isoxazol-3-yl]-[7-(1,5-dimethylpyrazol-4-yl)-6,7-dihydro-4H-thieno[3,2-c]pyridin-5-yl]methanone FC1=C(C=CC(=C1)F)C1=CC(=NO1)C(=O)N1CC2=C(C(C1)C=1C=NN(C1C)C)SC=C2